C[C@H]1N(CCOC1)C=1N=C(C2=C(N1)N=C(C=C2)C=2C=C(C(=O)NCCCCCCCCNC)C=CC2)N2[C@@H](COCC2)C 3-[2,4-bis[(3R)-3-methylmorpholin-4-yl]pyrido[2,3-d]-pyrimidin-7-yl]-N-[8-(methylamino)octyl]benzamide